FC(C(C)(C)C1=NNC(=N1)CNC(=O)C=1C=NNC1)(F)F N-((3-(1,1,1-trifluoro-2-methylpropan-2-yl)-1H-1,2,4-triazol-5-yl)methyl)-1H-pyrazole-4-carboxamide